tert-butyl (1R,4R)-5-isopropyl-2,5-diazabicyclo[2.2.1]heptane-2-carboxylate C(C)(C)N1[C@H]2CN([C@@H](C1)C2)C(=O)OC(C)(C)C